BrC=1C=CC2=C(CC(CC=3N2C(=NN3)[C@@H]3CC[C@H](CC3)OC3=NC=CC=C3)NC(C)C)C1 8-Bromo-N-(propan-2-yl)-1-[trans-4-(pyridin-2-yloxy)cyclohexyl]-5,6-dihydro-4H-[1,2,4]triazolo[4,3-a][1]benzazepin-5-amin